diisopropyl 2,5-furandicarboxylate O1C(=CC=C1C(=O)OC(C)C)C(=O)OC(C)C